8-bromo-3-(3,4-dimethylphenyl)isoquinolin-1-ol BrC=1C=CC=C2C=C(N=C(C12)O)C1=CC(=C(C=C1)C)C